CC1=NN2C(=NC(=CC2=N1)NC(=O)C1CC1)C=1OC(=CC1)C(F)(F)F N-[2-methyl-5-[5-(trifluoromethyl)furan-2-yl]-[1,2,4]triazolo[1,5-c]pyrimidin-7-yl]cyclopropanecarboxamide